NC1=CC=C(C=C1)S(=O)(=O)NCCOCCOCCOC1CCN(CC1)C(=O)OC(C)(C)C tert-butyl 4-[2-[2-[2-[(4-aminophenyl)sulfonylamino]ethoxy]ethoxy]ethoxy]piperidine-1-carboxylate